4-{2-{[6-(4-fluorophenyl)pyrazin-2-yl]oxy}ethyl}morpholine FC1=CC=C(C=C1)C1=CN=CC(=N1)OCCN1CCOCC1